CC=1C=C(C=C(C1)C)C([C@H]1N(CCC1)C(=O)C=1N(C=CN1)C)(OC)C1=CC(=CC(=C1)C)C (S)-(2-(bis(3,5-dimethylphenyl)(methoxy)methyl)pyrrolidin-1-yl)(1-methyl-1H-imidazol-2-yl)methanone